ClC1=NC=C(C(=N1)NC=1C(=C2C=C(C(N(C2=CC1)C(C)C)=O)OCC(=O)NC)F)Cl 2-({6-[(2,5-dichloropyrimidin-4-yl)amino]-5-fluoro-1-isopropyl-2-oxoquinolin-3-yl}oxy)-N-methylacetamide